3,6,9,12,15-pentaoxaheptadecan-1-ol C(COCCOCCOCCOCCOCC)O